2-(trifluoromethyl)-5,6-dihydro-[1,2,4]Triazolo[1,5-a]Pyrazine FC(C1=NN2C(C=NCC2)=N1)(F)F